C(C(=C)C)(=O)O.C(C)N=C=NCCCC ethyl-n-butylcarbodiimide methacrylate